3-ethyl-6-({4-[2-methyl-6-(pyrazol-1-yl)pyridin-3-yl]piperazin-1-yl}methyl)-1H-thieno[3,2-d]pyrimidine-2,4-dione C(C)N1C(NC2=C(C1=O)SC(=C2)CN2CCN(CC2)C=2C(=NC(=CC2)N2N=CC=C2)C)=O